2-(2,2-di((9Z,12Z)-octadeca-9,12-dien-1-yl)-1,3-dioxolan-4-yl)-N,N-dimethylethan-1-amine C(CCCCCCC\C=C/C\C=C/CCCCC)C1(OCC(O1)CCN(C)C)CCCCCCCC\C=C/C\C=C/CCCCC